ClC1=C(CN(C(C(=O)OC)CBr)CC2=C(C=CC=C2F)Cl)C(=CC=C1)F methyl 2-(bis(2-chloro-6-fluorobenzyl) amino)-3-bromopropionate